Cl.ClC1=C(NC2=C(C(=C(C(=C12)C=1CNCCC1)F)F)C(=O)N)C 3-chloro-5,6-difluoro-2-methyl-4-(1,2,5,6-tetrahydropyridin-3-yl)-1H-indole-7-carboxamide hydrochloride